2-(6-((1r,4r)-2,5-diazabicyclo[2.2.1]hept-2-yl)-4-methylpyridin-2-yl)-4-(2-fluoro-6-methoxyphenyl)-2,3-dihydro-1H-pyrrolo[3,4-c]pyridin-1-one [C@H]12N(C[C@H](NC1)C2)C2=CC(=CC(=N2)N2CC=1C(=NC=CC1C2=O)C2=C(C=CC=C2OC)F)C